P(=O)(O)(O)O.CC1=C(C=C(C=C1)NC(=O)[C@@H]1NCCCC1)C(N[C@H](C)C1=CC=CC2=CC=CC=C12)=O (R)-N-(4-methyl-3-(((R)-1-(naphthalen-1-yl)ethyl)carbamoyl)phenyl)piperidine-2-carboxamide phosphate